BrC=1C=NN(C1C)C1CC(N(C1)C(=O)OC(C)(C)C)(C)C tert-Butyl 4-(4-bromo-5-methylpyrazol-1-yl)-2,2-dimethylpyrrolidine-1-carboxylate